tetramethylammonium bis(fluorosulfonyl)amine salt FS(=O)(=O)NS(=O)(=O)F.C[N+](C)(C)C